ClC1=C(C=CC=C1)[C@@H]([C@@H](C)O)O 1-(2-chlorophenyl)-(S,R)-1,2-propanediol